Trimethyl((3-methyloxetane-3-yl)ethynyl)silane C[Si](C#CC1(COC1)C)(C)C